(E)-6,7-difluoro-N-(2-(2-methylpiperidin-1-yl)ethyl)-2,3,4,9-tetrahydro-1H-carbazole-1-imine FC=1C=C2C=3CCC/C(/C3NC2=CC1F)=N\CCN1C(CCCC1)C